BrC1=NC(=C(C=C1Br)Br)Br 2,3,5,6-tetrabromopyridine